CC(CCCCC(=O)O)CCCCCCCCCCCC 6-Methyl-stearic acid